N[C@@H](C(=O)OC)CNC(C1=CC(=CC(=C1)F)C1=C(C=NN1CC)C(F)(F)F)=O (R)-methyl 2-amino-3-(3-(1-ethyl-4-(trifluoromethyl)-1H-pyrazol-5-yl)-5-fluorobenzamido)propanoate